CN(C(C1=CN=CC(=C1)C)=O)CC1=CC=NC=C1 N,5-dimethyl-N-(pyridin-4-ylmethyl)nicotinamide